NC=1C(=NN(C1C1CCOCC1)C)C(=O)OCC ethyl 4-amino-1-methyl-5-(tetrahydro-2H-pyran-4-yl)-1H-pyrazole-3-carboxylate